2,2'-bis(diphenylphosphino)-5,5',6,6',7,7',8,8'-octahydro-1,1'-binaphthyl C1(=CC=CC=C1)P(C1=C(C=2CCCCC2C=C1)C1=C(C=CC=2CCCCC12)P(C1=CC=CC=C1)C1=CC=CC=C1)C1=CC=CC=C1